2-[(2-Fluoroacetyl)-[[(2S)-1-[1-[4-(trifluoromethoxy)phenyl]cyclopropanecarbonyl]pyrrolidine-2-carbonyl]amino]amino]acetamide FCC(=O)N(CC(=O)N)NC(=O)[C@H]1N(CCC1)C(=O)C1(CC1)C1=CC=C(C=C1)OC(F)(F)F